FC=1C(=NC(=NC1)N1CCC(CC1)C(=O)N1OCC[C@H]1C=1C=C(C=NC1)C#N)S(=O)C 5-[(3S)-2-[1-(5-fluoro-4-methylsulfinyl-pyrimidin-2-yl)piperidine-4-carbonyl]isoxazolidin-3-yl]pyridine-3-carbonitrile